8-((R)-2,3-Dihydroxy-propoxy)-3-methoxy-5,6,6-trimethyl-5,6-dihydro-benzo[b]carbazol-11-one O[C@@H](COC=1C=CC2=C(C(C=3N(C4=CC(=CC=C4C3C2=O)OC)C)(C)C)C1)CO